C(C=C)(=O)N1CCN(CC1)C=1C2=C(N=CN1)CCN(C2)C=2C=C(C(=NC2)OC)NS(=O)(=O)C2=C(C=C(C=C2)F)F N-(5-(4-(4-propenoylpiperazin-1-yl)-7,8-dihydropyrido[4,3-d]pyrimidin-6(5H)-yl)-2-methoxypyridin-3-yl)-2,4-difluorobenzenesulfonamide